(3-methoxybenzamidomethyl)-16-oxo-androst-5-ene-3beta-ol acetate C(C)(=O)O[C@@H]1CC2=CC[C@H]3[C@@H]4CC(C[C@@]4(CCNC(C4=CC(=CC=C4)OC)=O)CC[C@@H]3[C@]2(CC1)C)=O